2-[3,6-bis(diethylamino)-9-(o-chloroanilino)xanthenyl]benzoic acid C(C)N(C=1C=CC=2C(C3=CC=C(C=C3OC2C1)N(CC)CC)(NC1=C(C=CC=C1)Cl)C1=C(C(=O)O)C=CC=C1)CC